methyl 2-(4-((4-chlorophenyl) (hydroxy) methyl) phenoxy)-2-methylpropionate ClC1=CC=C(C=C1)C(C1=CC=C(OC(C(=O)OC)(C)C)C=C1)O